COC(=O)C1=CNC(=C1C=O)C 4-FORMYL-5-METHYL-1H-PYRROLE-3-CARBOXYLIC ACID METHYL ESTER